ClC1=NC=C(C=C1NS(=O)(=O)C)C=1C=C2C(=C(C=NC2=CC1)C#N)NC(C)C1=CC=C(C=C1)F N-(2-chloro-5-(3-cyano-4-((1-(4-fluorophenyl)ethyl)amino)quinolin-6-yl)pyridin-3-yl)methanesulfonamide